N-{1-[8-({3-methyl-4-[(1-methyl-1H-1,3-benzodiazol-5-yl)oxy]phenyl}amino)-[1,3]diazino[5,4-d]pyrimidin-2-yl]piperidin-4-yl}prop-2-enamide CC=1C=C(C=CC1OC1=CC2=C(N(C=N2)C)C=C1)NC1=NC=NC2=C1N=C(N=C2)N2CCC(CC2)NC(C=C)=O